BrC1=C(C=CC(=C1)Br)NCC(O)C1=NNC(N1)=S 3-[2-(2,4-dibromophenylamino)-1-hydroxyethyl]-1H-1,2,4-triazole-5(4H)-thione